OC(CCNC(O[C@@H]1CC[C@H](CC1)C(N(CC12CCC(CC1)(CC2)C2=CC(=C(C=C2)OC)C)C2=NC=CC(=C2)C2=CN=C(S2)C(C)C)=O)=O)(C)C 4-((4-(2-Isopropylthiazol-5-yl)pyridin-2-yl)((4-(4-methoxy-3-methylphenyl) bicyclo[2.2.2]octan-1-yl) methyl)carbamoyl)(trans-cyclohexyl) (3-hydroxy-3-methylbutyl)carbamate